C(C)OC1=C(C=C2C(=NC=NC2=C1)C=1C(=NN(C1)C)C1=CC=CC=C1)NC(=O)[C@@]12COC[C@H]2C1 (1S,5S)-N-(7-ethoxy-4-(1-methyl-3-phenyl-1H-pyrazol-4-yl)quinazolin-6-yl)-3-oxabicyclo[3.1.0]hexane-1-carboxamide